C1(CC1)C1=CC=C(C=C1)N1N=C(C=C1CC(C)C)NC1=C(C(=O)O)C=C(C=N1)C=1SC=CC1 2-[[1-(4-cyclopropylphenyl)-5-isobutylpyrazol-3-yl]amino]-5-(thiophen-2-yl)nicotinic acid